4-epoxy-3-methylcyclohexanecarboxylic acid-3,4-epoxy-3-methylcyclohexylmethyl ester CC12CC(CCC1O2)COC(=O)C2C(C1C(CC2)O1)C